P(=O)(OC(C)C)(OC(C)C)[O-] di-(2-propyl) phosphate